BrC1=COC2=C1C=CC(=C2)C[C@H](C(=O)OC(C)(C)C)[C@@H]2CN(CC2)C(=O)OC(C)(C)C tert-butyl (R)-3-((S)-3-(3-bromobenzofuran-6-yl)-1-(tert-butoxy)-1-oxopropane-2-yl)pyrrolidine-1-carboxylate